BrC=1C=C2C(=CNC(C2=C(C1)F)=O)C 6-bromo-8-fluoro-4-methylisoquinolin-1(2H)-one